C(CCCCCCCCCC(CCCCCCCCCCC)(C(=O)OCC1=CC=CC=C1)C(=O)OC1C(CCC1=O)=O)C(=O)OCC1=CC=CC=C1 1,11-Dibenzyl 11-(2,5-dioxocyclopentyl) docosane-1,11,11-tricarboxylate